C1(=C(C=CC=C1)N)N.S1N=NC2=C1C=CC=C2 benzothiadiazole compound with o-phenylenediamine